(S)-2-amino-3-((R*)-5-oxo-4,5,6,7-tetrahydropyrazolo[1,5-a]pyrimidin-6-yl)propanamide N[C@H](C(=O)N)C[C@H]1C(NC=2N(C1)N=CC2)=O |o1:6|